[Cu].C(C)(C)(C)C1=NC=CC=N1 tertiary butyl-pyrimidine copper